Cl.NC1=NC=C(C2=C1C=NN2)NC(=O)C(=O)N(CC2=C(C=CC=C2)C)CC2CC2 N-(4-amino-1H-pyrazolo[4,3-c]pyridin-7-yl)-N'-(cyclopropylmethyl)-N'-(o-tolylmethyl)oxamide Hydrogen chloride